C(C=C)(=O)OC(C(OC(C(F)(F)OC(C=C)=O)(F)F)(F)F)(F)F perfluorodiethylene glycol diacrylate